1-(4-bromo-2-fluoro-5-methylphenyl)ethan-1-one tert-butyl-(1R)-1-{[(5-phenyl-1,2,4-oxadiazol-3-yl)oxy]methyl}-6-azaspiro[2.5]octane-6-carboxylate C(C)(C)(C)OC(=O)N1CCC2(C[C@H]2COC2=NOC(=N2)C2=CC=CC=C2)CC1.BrC1=CC(=C(C=C1C)C(C)=O)F